rel-(2s,3r)-3-(2,2-difluoro-1,3-benzodioxol-5-yl)-N-(2,3-difluorophenyl)-3,4-dihydro-5-methyl-2H-pyrrole-2-carboxamide 1-oxide FC1(OC2=C(O1)C=CC(=C2)[C@@H]2[C@H]([N+](=C(C2)C)[O-])C(=O)NC2=C(C(=CC=C2)F)F)F |o1:10,11|